C(C)(C)(C)[S@@](=O)N[C@H](CC(=O)OC)C1=NC(=CC(=C1)C1=C(C=CC=C1C)C)C(F)(F)F methyl (R)-3-(((R)-tert-butylsulfinyl)amino)-3-(4-(2,6-dimethylphenyl)-6-(trifluoromethyl)pyridin-2-yl)propanoate